CN1N=CC2=C1N=C(N(C2=O)C)C=CC2=CC(=C(C(=C2)OC)OC)OC 1,5-dimethyl-6-(3,4,5-trimethoxystyryl)-1,5-dihydro-4H-pyrazolo[3,4-d]pyrimidin-4-one